C(C1=CC=CC=C1)OC(N[C@H](COCC1=CC=CC=C1)[C@H](CC1=NC=CC=C1)NC(C1=C(C(=CC=C1)F)C1=NNC(=C1)C1=CC=C(C=C1)F)=O)=O N-[(2S,3S)-1-benzyloxy-3-{3-fluoro-2-[5-(4-fluorophenyl)-1H-pyrazol-3-yl]benzoylamino}-4-(pyridin-2-yl)butan-2-yl]carbamic acid benzyl ester